6-methylocta-2,7-dienoic acid tert-butyl ester C(C)(C)(C)OC(C=CCCC(C=C)C)=O